N2-[2-(5-methoxy-1H-indol-3-yl)ethyl]-N4-(1-methylindol-4-yl)-6-(4-methylpiperazin-1-yl)pyrimidine-2,4-diamine COC=1C=C2C(=CNC2=CC1)CCNC1=NC(=CC(=N1)NC1=C2C=CN(C2=CC=C1)C)N1CCN(CC1)C